ClCC1=C(CC2(COC2)CC1)C1=CC=C(C=C1)Cl 7-(chloromethyl)-6-(4-chlorophenyl)-2-oxaspiro[3.5]non-6-ene